O=C1NC(CCC1N1C(C2=CC=C(C=C2C1=O)N1CC(N(CC1)C(=O)C1=CC=C(C(=O)OC(C)(C)C)C=C1)C)=O)=O tert-Butyl 4-{4-[2-(2,6-dioxopiperidin-3-yl)-1,3-dioxo-2,3-dihydro-1H-isoindol-5-yl]-2-methylpiperazine-1-carbonyl}benzoate